CC1(N(CCC(C1)N([C@H]1COCC1)C)C1=NN(C(=C1)C)C1CC2(CN(C2)C(=O)OC(C)(C)C)C1)C Tert-butyl 6-(3-(2,2-dimethyl-4-(methyl((R)-tetrahydrofuran-3-yl)amino)piperidin-1-yl)-5-methyl-1H-pyrazol-1-yl)-2-azaspiro[3.3]heptane-2-carboxylate